1'-((8-(difluoromethoxy)-5-fluoro-2-methyl-3-oxo-3,4-dihydroquinoxalin-6-yl)methyl)-N,2-dimethyl-1',2',3',6'-tetrahydro-[3,4'-bipyridine]-6-carboxamide FC(OC=1C=C(C(=C2NC(C(=NC12)C)=O)F)CN1CCC(=CC1)C=1C(=NC(=CC1)C(=O)NC)C)F